FC1=C(C=C(C(=C1)C)C=1C=C(C=2N(C1)C=CN2)N2CCOCC2)NC(C2=CC(=NC=C2)C(C(F)(F)F)C)=O N-(2-Fluoro-4-methyl-5-(8-morpholinoimidazo[1,2-a]pyridin-6-yl)phenyl)-2-(1,1,1-trifluoropropan-2-yl)isonicotinamide